ICCCCCCCCCCCCCCCCCCCC iodoicosane